Icosadienoylcarnitine C(C=CC=CCCCCCCCCCCCCCCC)(=O)C(O)(C[N+](C)(C)C)CC([O-])=O